N-(2-(2,6-dioxopiperidin-3-yl)-1,3-dioxoisoindolin-5-yl)benzo[d]thiazole-6-sulfonamide O=C1NC(CCC1N1C(C2=CC=C(C=C2C1=O)NS(=O)(=O)C1=CC2=C(N=CS2)C=C1)=O)=O